sodium methyl sulfoxylate S(OC)[O-].[Na+]